(S)-2-((R)-3-(6-amino-5-oxo-4,5-dihydropyrazin-2-yl)-4,4-difluoropiperidin-1-yl)-N-(5-(cyclopropylmethoxy)pyridin-2-yl)propanamide NC=1C(NC=C(N1)[C@H]1CN(CCC1(F)F)[C@H](C(=O)NC1=NC=C(C=C1)OCC1CC1)C)=O